ClC1=NC=CC(=N1)C1=NC2=CC=CC=C2C=C1 (2-Chloropyrimidin-4-yl)quinoline